N-(2,6-dichlorobenzoyl)-N'-(4-trifluoromethylphenyl)urea ClC1=C(C(=O)NC(=O)NC2=CC=C(C=C2)C(F)(F)F)C(=CC=C1)Cl